tert-butyl methyl(2-methyl-5-(4,4,5,5-tetramethyl-1,3,2-dioxaborolan-2-yl)benzyl)carbamate CN(C(OC(C)(C)C)=O)CC1=C(C=CC(=C1)B1OC(C(O1)(C)C)(C)C)C